3-(5-Oxo-6-oxaspiro[3.4]octan-7-yl)propanoic acid O=C1C2(CCC2)CC(O1)CCC(=O)O